4-((2-(piperidin-4-yl)ethoxy)methyl)piperidine-1-carboxylic acid tert-butyl ester C(C)(C)(C)OC(=O)N1CCC(CC1)COCCC1CCNCC1